FC1=NC=CC2=C1C1CCC(C2=O)N1C(=O)OC(C)(C)C tert-butyl (±)-1-fluoro-5-oxo-6,7,8,9-tetrahydro-5H-6,9-epiminocyclohepta[c]pyridine-10-carboxylate